O=C([C@H](O)[C@@H](O)[C@H](O)[C@H](O)CO)[O-].[Cs+].O=C([C@H](O)[C@@H](O)[C@H](O)[C@H](O)CO)[O-].[Rb+].FC(C(F)(F)[NH3+])CCC(F)(F)F hexafluoropentyl-ammonium rubidium gluconate cesium gluconate